(2R,3R)-3-(2,5-difluorophenyl)-3-hydroxy-2-methyl-4-(1H-1,2,4-triazole-1-yl)butyric acid FC1=C(C=C(C=C1)F)[C@]([C@H](C(=O)O)C)(CN1N=CN=C1)O